methyl-acryl-lysine CN([C@@H](CCCCN)C(=O)O)C(=O)C=C